2-chloro-1-ethyl-3-isothiocyanatobenzene ClC1=C(C=CC=C1N=C=S)CC